3-((3-fluoropyridin-4-yl)amino)-7,8-dihydro-1,6-naphthyridin FC=1C=NC=CC1NC=1C=NC=2CCN=CC2C1